(S)-5-((1-(3-(4-(5-methoxypyrimidin-2-yl)piperazine-1-carbonyl)azetidin-1-yl)prop-2-yl)amino)-4-(trifluoromethyl)pyridazin-3(2H)-one COC=1C=NC(=NC1)N1CCN(CC1)C(=O)C1CN(C1)C[C@H](C)NC1=C(C(NN=C1)=O)C(F)(F)F